C(C)[C@]1(C(OCC=2C(N3CC=4C(=NC=5C=C(C(=C6C5C4[C@H](CC6)NCC6=C(C=CC=C6)CO)C)F)C3=CC21)=O)=O)O (1S,9S)-9-ethyl-5-fluoro-9-hydroxy-1-((2-(hydroxymethyl)benzyl)amino)-4-methyl-1,2,3,9,12,15-hexahydro-10H,13H-benzo[de]pyrano[3',4':6,7]indolizino[1,2-b]quinoline-10,13-dione